Cl.Cl.N[C@H]1CNCCC1 (R)-3-amino-piperidine dihydrochloride